1-(4-(6-chloro-7-(2,4-difluorophenyl)cinnolin-4-yl)piperazin-1-yl)prop-2-en-1-one ClC=1C=C2C(=CN=NC2=CC1C1=C(C=C(C=C1)F)F)N1CCN(CC1)C(C=C)=O